3-(3-fluorobenzyl)-3-methyl-6-(pyrimidin-4-ylamino)-2,3-dihydroimidazo-[1,5-a]pyridine-1,5-dione FC=1C=C(CC2(NC(C=3N2C(C(=CC3)NC3=NC=NC=C3)=O)=O)C)C=CC1